ClC1=CC=C(C=C1)C1=C(CCC(C1)(C)C)C=O 2-(4-chlorophenyl)-4,4-dimethylcyclohexan-1-enecarbaldehyde